(S)-3-((6'-Chloro-3-fluoro-5-((3-methyl-3-((methylsulfonyl)methyl)azetidin-1-yl)methyl)-[2,3'-bipyridin]-4'-yl)amino)butan-1-ol ClC1=CC(=C(C=N1)C1=NC=C(C=C1F)CN1CC(C1)(CS(=O)(=O)C)C)N[C@H](CCO)C